methyl (3S)-2-[(3-amino-5-methylpyridin-2-yl)methyl]-3-[(tert-butoxycarbonyl)amino]-3-phenylpropanoate NC=1C(=NC=C(C1)C)CC(C(=O)OC)[C@@H](C1=CC=CC=C1)NC(=O)OC(C)(C)C